BrC1=C(C=CC(=C1)Cl)C#C[Si](C)(C)C(C)(C)C 2-(2-bromo-4-chloro-phenyl)ethynyl-tert-butyldimethylsilane